ClC1=C(C=C(C(=C1)F)N1C(N(C(=CC1=O)C(F)(F)F)C)=O)S(=O)(=O)Cl 2-Chloro-4-fluoro-5-[3-methyl-2,6-dioxo-4-(trifluoromethyl)-3,6-dihydropyrimidin-1(2H)-yl]benzensulfonylchlorid